BrC1=CN=C2C3=C(C(NC2=C1)=O)CN(C3)C(=O)OC(C)(C)C tert-butyl 3-bromo-6-oxo-5,6,7,9-tetrahydro-8H-pyrrolo[3,4-c][1,5]naphthyridine-8-carboxylate